C(#C)C1=CC=C(C=C1)C(CO)O 1-(4-ethynylphenyl)ethane-1,2-diol